F[C@@H]1C[C@@]2(CCCN2C1)COC=1N=CC2=C(N1)C(=C(N=C2NCCC2=CC(=CC=C2)C=C)Cl)F 2-{[(2R,7aS)-2-fluoro-hexahydropyrrolizin-7a-yl]methoxy}-7-chloro-N-[2-(3-ethenylphenyl)ethyl]-8-fluoropyrido[4,3-d]pyrimidin-5-amine